(E)-2-chloro-4-isopropyl-3,5-dimethoxy-1-styryl-benzene lithium [Li].ClC1=C(C=C(C(=C1OC)C(C)C)OC)\C=C\C1=CC=CC=C1